CC=1SC(=C(N1)C)C=1C=NC=2N(C1)C=C(N2)C(=O)N2C[C@H]([C@@]1(CC2)NCC2=CC=CC=C2C1)O [6-(2,4-dimethyl-1,3-thiazol-5-yl)imidazo[1,2-a]pyrimidin-2-yl][(3R,3'R)-3'-hydroxy-1,4-dihydro-1'H,2H-spiro[isoquinoline-3,4'-piperidin]-1'-yl]methanone